P(=O)([O-])([O-])[O-].C(CCCCCCCCCCC)NCCCCCCCCCCCC.[P+3] phosphorus bisdodecylamine phosphate